C(C)(=O)O[C@H]1[C@H](O[C@@H]([C@@H]([C@H]1OC(C)=O)NC(C)=O)SCCC(=O)NCCCCCNC(=O)OC(C)(C)C)COC(C)=O (2R,3R,4R,5R,6R)-5-acetamido-2-(acetoxymethyl)-6-((3-((5-((tert-butoxycarbonyl)amino)pentyl)amino)-3-oxopropyl)thio)tetrahydro-2H-pyran-3,4-diyl diacetate